3-methylbutanol succinate C(CCC(=O)O)(=O)O.CC(CCO)C